OCC=1C=C2CN(CC2=CC1)C(=O)OC(C)(C)C tert-butyl 5-(hydroxymethyl)-2,3-dihydro-1H-isoindole-2-carboxylate